1,3-dimethyl-7-pentyl-3,7-dihydro-1H-purine-2,6-dione CN1C(N(C=2N=CN(C2C1=O)CCCCC)C)=O